4-phenylazophenol sodium salt [Na].C1(=CC=CC=C1)C1=CC(=C(C=C1)O)N=NC1=C(C=CC=C1)O